C(CC#C)C1(N=NC=CC=C1)CCN 2-(3-but-3-ynyl-diazepin-3-yl)ethylamine